5-(1-cyanocyclopropyl)-3-[(S)-ethylsulfinyl]pyridine-2-carbonitrile C(#N)C1(CC1)C=1C=C(C(=NC1)C#N)[S@@](=O)CC